N-{2-chloro-6-[4-(propan-2-yl)piperazin-1-yl]phenyl}-4-(5-cyclopropyl-1,3,4-thiadiazol-2-yl)-4-methylpiperidine-1-carboxamide ClC1=C(C(=CC=C1)N1CCN(CC1)C(C)C)NC(=O)N1CCC(CC1)(C)C=1SC(=NN1)C1CC1